ClC1=C(C=CC=C1Cl)SC=1C=CC=2C(=NC=C(N2)N2C[C@H]3C[C@@H]([C@@H](C2)O3)N)N1 (1R,5R,6S)-3-(6-((2,3-dichlorophenyl)thio)pyrido[2,3-b]pyrazin-2-yl)-8-oxa-3-azabicyclo[3.2.1]octan-6-amine